3,5-morpholindione N1C(COCC1=O)=O